tert-butyl 2-((2'-(5-methoxy-5-oxopent-1-yn-1-yl)-[1,1'-biphenyl]-3-yl)-methyl)-3-(methylsulfonamido)piperidine-1-carboxylate COC(CCC#CC1=C(C=CC=C1)C1=CC(=CC=C1)CC1N(CCCC1NS(=O)(=O)C)C(=O)OC(C)(C)C)=O